(3aR,6aS)-hexahydro-1H-furano[3,4-c]pyrrole hydrochloride Cl.C1OC[C@@H]2[C@H]1CNC2